C(C)(C)(C)OC(=O)N1C(C2=CC(=CC=C2C1)NC1=NC=NC(=C1[N+](=O)[O-])Cl)=O 6-[(6-chloro-5-nitropyrimidin-4-yl)amino]-1-oxoisoindole-2-carboxylic acid tert-butyl ester